FC1(CN(C1)C(C(C)C1=C(C2=C(NC(=N2)[C@@H](NC(=O)C=2N(N=CC2)C)C2CCC(CC2)(F)F)C=C1)F)=O)F N-[(S)-{5-[2-(3,3-Difluoroazetidin-1-yl)-1-methyl-2-oxoethyl]-4-fluoro-1H-benzimidazol-2-yl}(4,4-Difluorocyclohexyl)methyl]-2-methylpyrazole-3-carboxamide